iodobromosalicylate IC1=C(C(C(=O)[O-])=CC=C1)OBr